(S)-6-(((1-(1-(fluoromethyl)cyclopropyl)-1H-1,2,3-triazol-4-yl)(isoquinolin-5-yl)methyl)amino)-4-(neopentylamino)quinoline-3,8-dicarbonitrile FCC1(CC1)N1N=NC(=C1)[C@H](C1=C2C=CN=CC2=CC=C1)NC=1C=C2C(=C(C=NC2=C(C1)C#N)C#N)NCC(C)(C)C